O1CC(=CC=C1)O Pyran-3-ol